C1=CC=CC=2C3=CC=CC=C3C3(C12)C1=CC=CC=C1N=C1C=CCC=C13 spiro[acridine-9(2H),9'-[9H]fluorene]